CN1C(N(C2=C1C=CC=C2)C)C2=C(C=CC=C2)OC 1,3-dimethyl-2-(o-methoxyphenyl)benzoimidazole